4-methyl-cinnamic acid-N-cyclohexyl-N-2-pyridylamide C1(CCCCC1)N(C(C=CC1=CC=C(C=C1)C)=O)C1=NC=CC=C1